FC=1C(=C(C(=O)N)C=C(C1F)CC1=C(C(=NC=C1)NS(NC[C@@H](C)O)(=O)=O)F)NC1=C(C=C(C=C1)I)F |r| (+/-)-3,4-Difluoro-5-[[3-fluoro-2-(2-hydroxypropylsulfamoylamino)pyridin-4-yl]methyl]-2-(2-fluoro-4-iodoanilino)benzamide